[[2-(1,3-Benzodioxol-5-yl)-1-methyl-2-oxo-ethyl]-methyl-carbamoyl]oxymethyl 2,2-dimethylpropanoate CC(C(=O)OCOC(N(C)C(C(=O)C1=CC2=C(OCO2)C=C1)C)=O)(C)C